N1=CC=C(C=2CC[C@H]3N(C12)CCNC3)NC(CCC)=O (R)-N-(6,6a,7,8,9,10-hexahydro-5H-pyrazino[1,2-a][1,8]naphthyridin-4-yl)butanamide